ClC1=CC(=NC=N1)C=1C=C(C2=C(N(C(=N2)C)C(C)C)C1)F 6-(6-Chloropyrimidin-4-yl)-4-fluoro-1-isopropyl-2-methyl-1H-benzo[d]imidazole